(2S)-methyl 2-ethynylmorpholine-4-carboxylate C(#C)[C@H]1CN(CCO1)C(=O)OC